FC([C@H](C[N+](=O)[O-])N[C@H](C)C1=CC=CC=C1)(F)F (S)-1,1,1-trifluoro-3-nitro-N-((R)-1-phenylethyl)propan-2-amine